[Br-].C(C=CC)[N@+]1(CCC2=CC=CC=C12)C |r| Racemic-1-(but-2-en-1-yl)-1-methylindolin-1-ium bromide